((3-cyanobenzyl)oxy)-4-((3-(2,3-dihydrobenzo[b][1,4]dioxin-6-yl)-2-methylbenzyl)oxy)benzoic acid C(#N)C=1C=C(COC2=C(C(=O)O)C=CC(=C2)OCC2=C(C(=CC=C2)C2=CC3=C(OCCO3)C=C2)C)C=CC1